COC(=O)C1=CC=C(C=C1)C1=CC=C(C=C1)N1C(N(C2=NC=CC=C21)[C@@H]2CN(CC2)CC=2C=C(C(=O)OC)C=CN2)=O Methyl (S)-2-((3-(1-(4'-(methoxycarbonyl)-[1,1'-biphenyl]-4-yl)-2-oxo-1,2-dihydro-3H-imidazo[4,5-b]pyridin-3-yl)pyrrolidin-1-yl)methyl)isonicotinate